FC=1C=NC(=NC1)C[C@H]1CNCC1 (S)-5-fluoro-2-(pyrrolidin-3-ylmethyl)pyrimidine